FC1(CCN(CC1)C(=O)N1CCC(=CC1)B1OC(C(O1)(C)C)(C)C)F (4,4-difluoropiperidin-1-yl)(4-(4,4,5,5-tetramethyl-1,3,2-dioxaborolan-2-yl)-3,6-dihydropyridin-1(2H)-yl)methanone